tert-butyl 4-(5-(3-hydroxyoxetan-3-yl)-2-(4-(4-(trifluoromethyl) phenyl) piperidine-1-carbonyl)phenyl)piperazine-1-carboxylate OC1(COC1)C=1C=CC(=C(C1)N1CCN(CC1)C(=O)OC(C)(C)C)C(=O)N1CCC(CC1)C1=CC=C(C=C1)C(F)(F)F